1-(4-(5-(3-chloro-4-ethoxyphenyl)-4,5-dihydroisoxazol-3-yl)benzyl)azetidine-3-carboxylic acid sodium salt [Na+].ClC=1C=C(C=CC1OCC)C1CC(=NO1)C1=CC=C(CN2CC(C2)C(=O)[O-])C=C1